4,6,4'-trihydroxy-2-methoxychalcone OC1=CC(=C(C(=C1)O)\C=C\C(=O)C1=CC=C(C=C1)O)OC